C(C)OC1(COC1)C1=CC=C(C=C1)C(=O)N1CCC(CC1)C1=C(C(=CC=C1)F)C(F)(F)F (4-(3-ethoxyoxetan-3-yl)phenyl)(4-(3-fluoro-(trifluoromethyl)phenyl)piperidin-1-yl)methanone